CN1C(C2=CC=CC=C2C(=C1)B1OC(C(O1)(C)C)(C)C)=O 2-Methyl-4-(4,4,5,5-tetramethyl-[1,3,2]dioxaborolan-2-yl)-2H-isoquinolin-1-one